2-((8-bromo-6-(1-fluorocyclopropyl)imidazo[1,2-a]pyridin-2-yl)methyl)isoindoline-1,3-dione BrC=1C=2N(C=C(C1)C1(CC1)F)C=C(N2)CN2C(C1=CC=CC=C1C2=O)=O